benzyl 2-(ethanesulfonyl)-6-[4-(methoxycarbonyl) phenyl]-2,7-diazaspiro[3.5]nonane-7-carboxylate C(C)S(=O)(=O)N1CC2(C1)CC(N(CC2)C(=O)OCC2=CC=CC=C2)C2=CC=C(C=C2)C(=O)OC